(R)-(2-((7-(but-2-yn-1-yl)-8-(3-((tert-butoxycarbonyl)amino)piperidin-1-yl)-3-methyl-2,6-dioxo-2,3,6,7-tetrahydro-1H-purin-1-yl)methyl)phenyl)boronic acid C(C#CC)N1C(=NC=2N(C(N(C(C12)=O)CC1=C(C=CC=C1)B(O)O)=O)C)N1C[C@@H](CCC1)NC(=O)OC(C)(C)C